N(=O)N(O)C1=CC=CC2=CC=CC=C12 N-nitroso-α-naphthylhydroxylamine